C(C)(=O)C(C(C(C(=O)O)(C(C)=O)C(C)=O)(O)C(=O)O)C(=O)O.C(CC(O)(C(=O)OCC)CC(=O)OCC)(=O)OCC triethyl citrate (Triacetylcitrat)